2-(cyclopropylmethoxy)-N-(3-fluoro-4-methoxybenzyl)-6-isobutoxy-3-nitrobenzamide C1(CC1)COC1=C(C(=O)NCC2=CC(=C(C=C2)OC)F)C(=CC=C1[N+](=O)[O-])OCC(C)C